C(C)(C)(C)OC(=O)N1[C@H]2CN(C[C@@H]1CC2)C2=CC(=C(C=C2)C)C(N[C@H](C)C2=CC(=CC(=C2)OC)O)=O (1R,5S)-3-[3-[[(1R)-1-(3-hydroxy-5-methoxy-phenyl)ethyl]carbamoyl]-4-methyl-phenyl]-3,8-diazabicyclo[3.2.1]octane-8-carboxylic acid tert-butyl ester